(S)-3-((2-(6-(1-(2-((2-chlorophenyl)thio)acetyl)pyrrolidin-2-yl)-9-hydroxy-1,8-dioxo-1,3,4,8-tetrahydro-2H-pyrazino[1,2-c]pyrimidin-2-yl)ethyl)sulfonyl)benzonitrile ClC1=C(C=CC=C1)SCC(=O)N1[C@@H](CCC1)C1=NC(C(=C2N1CCN(C2=O)CCS(=O)(=O)C=2C=C(C#N)C=CC2)O)=O